3-(3-Cyanophenyl)-2,3-dibromopropionic acid ethyl ester C(C)OC(C(C(Br)C1=CC(=CC=C1)C#N)Br)=O